[Si](C)(C)(C(C)(C)C)OCCC=1N=C(OC1)C1=CC=CC=C1 4-(2-((tert-butyldimethylsilyl)oxy)ethyl)-2-phenyloxazole